2-[3-(2,5-dioxopyrrol-1-yl) propionylamino]Ethyl disulfide O=C1N(C(C=C1)=O)CCC(=O)NCCSSCCNC(CCN1C(C=CC1=O)=O)=O